FC(C=1C=CC=2N(N1)C(=CN2)C2=CC(=NC=N2)N2CC(CC(C2)OC)CNS(=O)(=O)C)F N-((1-(6-(6-(Difluoromethyl)imidazo[1,2-b]pyridazin-3-yl)pyrimidin-4-yl)-5-methoxypiperidin-3-yl)methyl)methanesulfonamide